2-[(1-methyl-1H-1,2,3,4-tetrazol-5-yl)sulfanyl]-5-nitro-N-[5-(propan-2-yl)pyridin-2-yl]benzamide CN1N=NN=C1SC1=C(C(=O)NC2=NC=C(C=C2)C(C)C)C=C(C=C1)[N+](=O)[O-]